5-{3-(benzyloxy)-1-fluoro-7-[(2-fluoro-3-methylbutyl)amino]-5,6,7,8-tetrahydronaphthalen-2-yl}-1λ6,2,5-thiadiazolidine-1,1,3-trione C(C1=CC=CC=C1)OC=1C(=C(C=2CC(CCC2C1)NCC(C(C)C)F)F)N1CC(NS1(=O)=O)=O